C1(=CC=CC=C1)[C@H](N1N=C(N=N1)CO)C1CCNCC1 |r| (R/S)-(2-(phenyl(piperidin-4-yl)methyl)-2H-tetrazol-5-yl)methanol